2-bromo-4-(difluoromethoxy)phenol BrC1=C(C=CC(=C1)OC(F)F)O